CC(C(=O)NC(C)C1=CC=CC=C1)(CC)C 2,2-dimethyl-N-(1-phenylethyl)butanamide